FC=1C=C(CN2CCCCC2)C=CC1C 1-(3-fluoro-4-methylbenzyl)piperidin